(S)-(4-(1H-benzo[d]imidazol-2-yl)-6,7-dihydro-1H-imidazo[4,5-c]pyridin-5(4H)-yl)(pyrazolo[1,5-a]pyridin-3-yl)methanone N1C(=NC2=C1C=CC=C2)[C@H]2N(CCC1=C2N=CN1)C(=O)C=1C=NN2C1C=CC=C2